O=C(CCCN1N=C2C(=CC=CC2=C1)C(=O)N)N1CCN(CC1)C1=NC=C(C=N1)C(F)(F)F 2-(4-Oxo-4-(4-(5-(trifluoromethyl)pyrimidin-2-yl)piperazin-1-yl)butyl)-2H-indazole-7-carboxamide